ClC1=NC=C(C(=N1)N[C@H]1[C@@H](CCCC1)C#N)Cl (trans)-2-((2,5-dichloropyrimidin-4-yl)amino)cyclohexanecarbonitrile